N-(1-(2,6-dimethoxyphenyl)-2-(6-ethoxypyridin-2-yl)-1H-imidazo[4,5-b]pyrazin-6-yl)pyrimidine-2-sulfonamide COC1=C(C(=CC=C1)OC)N1C(=NC=2C1=NC(=CN2)NS(=O)(=O)C2=NC=CC=N2)C2=NC(=CC=C2)OCC